CC1=NC=C(C=C1)N1N=NC(=C1COC1=CC2=C(N=N1)CNCC2)C methyl-5-[4-methyl-5-({5H,6H,7H,8H-pyrido[3,4-c]pyridazin-3-yloxy}methyl)-1H-1,2,3-triazol-1-yl]pyridine